α,α-dichlorotoluene ClC(C1=CC=CC=C1)Cl